N-(1-(thiophen-2-ylsulfonyl)-1,2,3,4-tetrahydroquinolin-6-yl)butane-1-sulfonamide tert-butyl-(2-(1-aminoethyl)pyridin-3-yl)carbamate C(C)(C)(C)N(C(O)=O)C=1C(=NC=CC1)C(C)N.S1C(=CC=C1)S(=O)(=O)N1CCCC2=CC(=CC=C12)NS(=O)(=O)CCCC